CN(CC(=O)N)C=1C2=C(N=C(N1)C1=NC=CC=C1)CCC2 2-[methyl[2-(pyridin-2-yl)-5H,6H,7H-cyclopenta[d]pyrimidin-4-yl]amino]acetamide